6-((tert-butyldimethylsilyl)oxy)-1-(3-iodophenyl)-5,5-dimethylhexan-1-ol [Si](C)(C)(C(C)(C)C)OCC(CCCC(O)C1=CC(=CC=C1)I)(C)C